(S)-7-chloro-4-(4-((2-(difluoromethoxy)-3,4,5,6-tetrafluorophenyl)sulfonyl)-2-methylpiperazin-1-yl)-6-fluoro-1-(2-isopropyl-4-methylpyridin-3-yl)pyrido[2,3-d]pyrimidin-2(1H)-one ClC=1C(=CC2=C(N(C(N=C2N2[C@H](CN(CC2)S(=O)(=O)C2=C(C(=C(C(=C2F)F)F)F)OC(F)F)C)=O)C=2C(=NC=CC2C)C(C)C)N1)F